tert-butyl 4-((4-(N-(3,4-dichloro-1H-indol-7-yl)sulfamoyl) phenyl) sulfonyl)-1-oxa-4,9-diazaspiro[5.5]undecane-9-carboxylate ClC1=CNC2=C(C=CC(=C12)Cl)NS(=O)(=O)C1=CC=C(C=C1)S(=O)(=O)N1CCOC2(C1)CCN(CC2)C(=O)OC(C)(C)C